COCCNC(=O)NC1CN(CC1)C1=NC(=CC(=N1)NC1=CC2=C(C=N1)C=NN2C(C)C)N2CCCC2 1-(2-methoxyethyl)-3-{1-[4-{[1-(propan-2-yl)-1H-pyrazolo[4,3-c]pyridin-6-yl]amino}-6-(pyrrolidin-1-yl)pyrimidin-2-yl]pyrrolidin-3-yl}urea